C([2H])([2H])([2H])N(C1=C(C=CC=C1)[C@H]1N(CCC1)C(=O)OC(C)(C)C)C([2H])([2H])[2H] tert-butyl (S)-2-(2-(bis(methyl-d3)amino)phenyl)pyrrolidine-1-carboxylate